(3S)-4-methoxy-3-(methylamino)-1-[4-[5-(trifluoromethyl)pyrimidin-2-yl]piperazin-1-yl]butan-1-one COC[C@H](CC(=O)N1CCN(CC1)C1=NC=C(C=N1)C(F)(F)F)NC